N-(4-carbamimidoyl-2,6-dimethylbenzyl)-1-((6-cyclopropylimidazo[1,2-a]pyridin-2-yl)methyl)-1H-1,2,3-triazole-4-carboxamide C(N)(=N)C1=CC(=C(CNC(=O)C=2N=NN(C2)CC=2N=C3N(C=C(C=C3)C3CC3)C2)C(=C1)C)C